2-[(2R)-2,3-dihydro[1,4]dioxino[2,3-b]pyridin-2-ylmethyl]-8-methyl-N-[2-(4-methylpiperazin-1-yl)ethyl]-4,5-dihydro-2H-furo[2,3-g]indazole-7-carboxamide O1[C@@H](COC2=NC=CC=C21)CN2N=C1C3=C(CCC1=C2)OC(=C3C)C(=O)NCCN3CCN(CC3)C